C(C1=CC=CC=C1)[C@H]1N(C(OC1)=O)C([C@@H]([C@@H](C1=CC(=C(C(=C1)OC)C)OC)O[Si](C)(C)C(C)(C)C)OC1CC2=CC=CC=C2C1)=O (R)-4-benzyl-3-((2R,3R)-3-((tert-butyldimethylsilyl)oxy)-2-((2,3-dihydro-1H-inden-2-yl)oxy)-3-(3,5-dimethoxy-4-methylphenyl)propanoyl)oxazolidin-2-one